tert-butyl((5-methyl-6-((1-(naphthalen-1-yl)cyclopropyl)carbamoyl)-2,3-dihydrobenzofuran-2-yl)methyl)carbamate C(C)(C)(C)OC(NCC1OC2=C(C1)C=C(C(=C2)C(NC2(CC2)C2=CC=CC1=CC=CC=C21)=O)C)=O